C(C)(C)(C)OC(=O)N1CCC(=CC1)C=1C(=NC=CC1)F 2-fluoro-3',6'-dihydro-[3,4'-bi-pyridine]-1'(2'H)-carboxylic acid tert-butyl ester